(R)-3-((5-amino-8-(4-(morpholine-4-carbonyl)phenyl)pyrido[4,3-d]pyrimidin-2-yl)amino)pyrrolidine NC1=NC=C(C=2N=C(N=CC21)N[C@H]2CNCC2)C2=CC=C(C=C2)C(=O)N2CCOCC2